NC=1N=C(SC1)NC(C)(C)C 4-amino-2-(tert-butylamino)-1,3-thiazol